2-((6-((2-amino-2-oxo-1-phenylethyl)thio)-3,5-dicyano-4-ethylpyridin-2-yl)(methyl)amino)ethyl (2S)-2-((tert-butoxycarbonyl)amino)-3-methylbutanoate C(C)(C)(C)OC(=O)N[C@H](C(=O)OCCN(C)C1=NC(=C(C(=C1C#N)CC)C#N)SC(C(=O)N)C1=CC=CC=C1)C(C)C